selenocarbamate C(N)([O-])=[Se]